2-(1-(4-fluorophenyl)-1H-pyrazol-4-yl)-N-(5-(trifluoromethyl)thiazol-2-yl)acetamide FC1=CC=C(C=C1)N1N=CC(=C1)CC(=O)NC=1SC(=CN1)C(F)(F)F